(1R,5S,6r)-N-methyl-N-(1-methylcyclopropyl)-3-[1-(propan-2-yl)-1H-imidazole-4-carbonyl]-3-azabicyclo[3.1.0]Hexane-6-carboxamide CN(C(=O)C1[C@H]2CN(C[C@@H]12)C(=O)C=1N=CN(C1)C(C)C)C1(CC1)C